3-(4-chlorophenyl)-5-phenylisothiazole ClC1=CC=C(C=C1)C1=NSC(=C1)C1=CC=CC=C1